C(C)(C)C1=CC=C(C=C1)SN S-4-isopropylphenyl-sulfenamide